(tert-butylimino)bis(dimethylamino)(cyclopentadienyl)niobium C(C)(C)(C)N=[Nb](C1C=CC=C1)(N(C)C)N(C)C